Methyl 3-(((S)-1-(5-(((S)-1,1-dimethyl-2,3-dihydro-1H-inden-2-yl)amino)pyridin-2-yl)-2,2,2-trifluoroethyl)(methyl)carbamoyl)bicyclo[1.1.1]pentane-1-carboxylate CC1([C@H](CC2=CC=CC=C12)NC=1C=CC(=NC1)[C@@H](C(F)(F)F)N(C(=O)C12CC(C1)(C2)C(=O)OC)C)C